O=C(\C=C/C(=O)O)NCCC[Si](OCC)(OCC)OCC (2Z)-4-oxo-4-[[3-(triethoxysilyl)propyl]amino]-2-butenoic acid